BOC-5-aminovaleric acid CC(C)(C)OC(=O)NCCCCC(=O)O